(S)-3-guanidinopiperidine-1-carboxylic acid tert-butyl ester C(C)(C)(C)OC(=O)N1C[C@H](CCC1)NC(=N)N